NC1=NC=CC(=C1)C1=CNC=2N=CN=C(C21)NCC2=NN(C=C2)C2CCNCC2 5-(2-Aminopyridin-4-yl)-N-((1-(piperidin-4-yl)-1H-pyrazol-3-yl)methyl)-7H-pyrrolo[2,3-d]pyrimidin-4-amine